C1(=CC=CC=C1)/C(=C/CC(=O)OCC)/C ethyl (3E)-4-phenylpent-3-enoate